3-(4,4-difluorocyclohexyl)imidazo[1,5-a]pyrazine FC1(CCC(CC1)C1=NC=C2N1C=CN=C2)F